tert-Butyl 3-[6-(2,6-dimethylphenyl)-2-[(1-methylpyrazol-4-yl)sulfonylamino]pyrimidin-4-yl]oxyazetidine-1-carboxylate CC1=C(C(=CC=C1)C)C1=CC(=NC(=N1)NS(=O)(=O)C=1C=NN(C1)C)OC1CN(C1)C(=O)OC(C)(C)C